(3R,4R)-4-((7-(3-(difluoromethyl)-2,4,6-trifluorophenyl)-5-fluoropyrrolo[2,1-f][1,2,4]triazin-2-yl)amino)-1-(methylsulfonyl)piperidin-3-ol FC(C=1C(=C(C(=CC1F)F)C1=CC(=C2C=NC(=NN21)N[C@H]2[C@@H](CN(CC2)S(=O)(=O)C)O)F)F)F